ON=C(N)C1=CN=CN1 N'-hydroxy-1H-imidazole-5-carboximidamide